[Pd].CC1=C(C(=CC(=C1)C)C)N1C(N(C=C1)C1=C(C=C(C=C1C)C)C)=C1C(C2=CC=CC=C2C(C1)=O)=O 1,3-bis(2,4,6-trimethylphenyl)imidazole-2-ylidene(1,4-naphthoquinone) palladium